methyl (2S,3R)-3-hydroxy-2-isobutyrylaminobutyrate O[C@@H]([C@@H](C(=O)OC)NC(C(C)C)=O)C